FC=1C=C(C=NC1)C(C(N[C@@H](C)C1=CC=CC=C1)=O)N(C(=O)[C@@H]1N(C[C@](C1)(C)O)C(=O)OC(C)(C)C)C1=CC=C(C=C1)C1=CC=CC=C1 tert-butyl (2R,4R)-2-[[1-(5-fluoro-3-pyridyl)-2-oxo-2-[[(1S)-1-phenylethyl]amino]ethyl]-(4-phenylphenyl)carbamoyl]-4-hydroxy-4-methyl-pyrrolidine-1-carboxylate